4-(1H-imidazol-1-yl)-N-((9-ethyl-9H-carbazol-3-yl)methyl)butylamine N1(C=NC=C1)CCCCNCC=1C=CC=2N(C3=CC=CC=C3C2C1)CC